(2S,3R)-2-benzoyl-aminomethyl-3-hydroxybutyric acid methyl ester COC([C@@]([C@@H](C)O)(C(C1=CC=CC=C1)=O)CN)=O